IC=1C=C(C)C=CC1 m-iodotoluene